N-benzyl-7-(4-bromo-3-chloro-benzoyl)-2-[4-(2,2-dimethylmorpholin-4-yl)phenyl]-3-oxo-6,8-dihydro-5H-imidazo[1,5-a]pyrazine-1-carboxamide C(C1=CC=CC=C1)NC(=O)C=1N(C(N2C1CN(CC2)C(C2=CC(=C(C=C2)Br)Cl)=O)=O)C2=CC=C(C=C2)N2CC(OCC2)(C)C